C(C)OC(=O)C=1C(=NC(=NC1)SC)NC1CCC(CC1)O.FC(C=1C=CC2=C(CC(O2)C=2C=C(C(=O)N)C=CC2)C1)(F)F m-[5-(trifluoromethyl)-2,3-dihydro-1-benzofuran-2-yl]benzamide ethyl-4-(((1r,4r)-4-hydroxycyclohexyl)amino)-2-(methylthio)pyrimidine-5-carboxylate